ClC[C@]1([C@H](C[C@@H](O1)N1C(N=C(C=C1)NO)=O)OC(C1=CC=CC=C1)(C1=CC=CC=C1)C1=CC=C(C=C1)OC)CO 1-[(2R,4S,5R)-5-(chloromethyl)-5-(hydroxymethyl)-4-[(4-methoxyphenyl)diphenylmethoxy]oxolan-2-yl]-4-(hydroxyamino)pyrimidin-2-one